(2-((2-Aminoethoxy)methyl)-4-fluorophenyl)-3-(2-bromo-6-methoxypyridin-3-yl)-6-fluoro-7-(trifluoromethyl)-2,3-dihydroquinazolin-4(1H)-one NCCOCC1=C(C=CC(=C1)F)N1CN(C(C2=CC(=C(C=C12)C(F)(F)F)F)=O)C=1C(=NC(=CC1)OC)Br